2-{1-[1-(furan-2-oxymethyl)-pentyloxyimino]-2,3-dimethylbutyl}-3-hydroxy-5-(tetrahydrothiopyran-3-yl)-cyclohex-2-enone O1C(=CC=C1)OCC(CCCC)ON=C(C(C(C)C)C)C=1C(CC(CC1O)C1CSCCC1)=O